C1(CC1)COC1=C(C=CC(=N1)C(=O)NC(CC)(CC)COC([2H])([2H])F)N1CCCC1 6-(cyclopropylmethoxy)-N-[3-({[fluoro(dideuterio)methyl]oxy}methyl)pentan-3-yl]-5-(pyrrolidin-1-yl)pyridine-2-carboxamide